3-methoxyazetidine-1-sulfonamide COC1CN(C1)S(=O)(=O)N